N-(5-(difluoromethyl)-2-(2-oxooxazolidin-3-yl)phenyl)-3-(3-fluoro-4-methylphenyl)-3-(1,2,4-thiadiazol-5-yl)pyrrolidine-1-carboxamide FC(C=1C=CC(=C(C1)NC(=O)N1CC(CC1)(C1=NC=NS1)C1=CC(=C(C=C1)C)F)N1C(OCC1)=O)F